FC1=C(C(=NC=2N1C=CN2)OC)C(F)(F)F 5-fluoro-7-methoxy-6-(trifluoromethyl)imidazo[1,2-a]pyrimidine